2,2'-dimethyl-3,3'-biphenyldicarboxylic acid CC1=C(C=CC=C1C(=O)O)C1=C(C(=CC=C1)C(=O)O)C